4-methyl-2-(oxazol-2-yl)thiazole-5-carboxylic acid CC=1N=C(SC1C(=O)O)C=1OC=CN1